[Ag].[Mg] magnesium silver